2-isopropylacrylic acid C(C)(C)C(C(=O)O)=C